(S)-2-(5-((4-((5-(5-((2-oxa-6-azaspiro[3.3]heptan-6-yl)methyl)pyrazin-2-yl)-2-chloropyridin-4-yl)amino)butan-2-yl)oxy)-1,3-dimethyl-1H-pyrazol-4-yl)pyrimidin-4-amine C1OCC12CN(C2)CC=2N=CC(=NC2)C=2C(=CC(=NC2)Cl)NCC[C@H](C)OC2=C(C(=NN2C)C)C2=NC=CC(=N2)N